ClC=1N=NC(=C2C1C=NC=C2)NC2CN(CCC2)C 4-chloro-N-(1-methylpiperidin-3-yl)pyrido[3,4-d]pyridazin-1-amine